O=C1NC(CCC1N1C(C2=CC=CC(=C2C1=O)NC=1C=NC(=CC1C1=CC=CC=C1)OC)=O)=O 2-(2,6-dioxo-3-piperidinyl)-4-[(6-methoxy-4-phenyl-3-pyridinyl)amino]isoindoline-1,3-dione